1-bromo-4-(methyl-sulfonyl)benzene BrC1=CC=C(C=C1)S(=O)(=O)C